O=C1N(C(CC1SOOO)=O)C(C(=O)[O-])CCCCNC(CCCCC1SC[C@@H]2NC(N[C@@H]21)=O)=O.[Na+].OC(=O)CCCC[C@@H]2SC[C@@H]1NC(=O)N[C@H]21 biotin sodium 2,5-dioxo-3-(trioxidanylthio)pyrrolidin-1-yl-6-(5-((3aS,6aR)-2-oxohexahydro-1H-thieno[3,4-d]imidazol-4-yl)pentanamido)hexanoate